5-(5-fluoro-2-((5-(piperidin-1-yl)pyridin-2-yl)amino)pyrimidin-4-yl)-N,4-dimethylthiazol-2-amine FC=1C(=NC(=NC1)NC1=NC=C(C=C1)N1CCCCC1)C1=C(N=C(S1)NC)C